Tert-butyl ((S)-1-((4-((((S)-2-amino-3,3,3-trifluoropropyl)amino)methyl)pyridin-2-yl)amino)-3,3-dicyclopropyl-1-oxopropan-2-yl)carbamate TFA salt OC(=O)C(F)(F)F.N[C@@H](CNCC1=CC(=NC=C1)NC([C@H](C(C1CC1)C1CC1)NC(OC(C)(C)C)=O)=O)C(F)(F)F